(2S)-benzhydryl 3-(5-(2-(2-chloro-3,4-bis((4-methoxybenzyl)oxy)phenyl)-2-oxoethyl)isoxazol-3-yl)-3-methyl-7-oxo-4-thia-1-azabicyclo[3.2.0]heptane-2-carboxylate 4,4-dioxide ClC1=C(C=CC(=C1OCC1=CC=C(C=C1)OC)OCC1=CC=C(C=C1)OC)C(CC1=CC(=NO1)C1([C@@H](N2C(CC2S1(=O)=O)=O)C(=O)OC(C1=CC=CC=C1)C1=CC=CC=C1)C)=O